C(C)(C)(C)OC(=O)N1CCC(CC1)(O)C1=CN=C(S1)N 4-(2-aminothiazole-5-yl)-4-hydroxy-piperidine-1-carboxylic acid tert-butyl ester